ethylene glycol bis(2-mercaptoethyl)propionate SCCC(C(=O)OCCO)(C)CCS